(1R,5S,8s)-3-azabicyclo[3.2.1]octan [C@@H]12CNC[C@@H](CC1)C2